O1CCOC2=NC=C(C=C21)SC=2C=C1C=NN(C(C1=CC2)=O)CC=2C=NC(=CC2)OC 6-((2,3-dihydro-[1,4]dioxino[2,3-b]pyridin-7-yl)thio)-2-((6-methoxypyridin-3-yl)methyl)phthalazin-1(2H)-one